1-(2-(dimethylamino)ethyl)-3,4-phenanthrenediol CN(CCC1=CC(=C(C=2C3=CC=CC=C3C=CC12)O)O)C